(S)-2-(2'-chloro-4-(3-(5-(trifluoromethyl)pyridin-2-yloxy)pyrrolidin-1-yl)biphenyl-3-yloxy)ethanol ClC1=C(C=CC=C1)C1=CC(=C(C=C1)N1C[C@H](CC1)OC1=NC=C(C=C1)C(F)(F)F)OCCO